FC1=C(C(=CC=C1)F)[C@H]1N(OCC1)C1=CC(=NC=N1)NC=1C(=CC(=C(C1)NC(C=C)=O)N1C[C@H]2N(CC[C@H]2C1)C)OC N-(5-((6-((S)-3-(2,6-difluorophenyl)isoxazolidine-2-yl)pyrimidine-4-yl)amino)-4-methoxy-2-((3aS,6aS)-1-methylhexahydropyrrolo[3,4-b]pyrrole-5(1H)-yl)phenyl)acrylamide